(S)-1-(2-((S)-3-(quinolin-6-yloxy)pyrrolidin-1-yl)acetyl)pyrrolidine-2-carbonitrile N1=CC=CC2=CC(=CC=C12)O[C@@H]1CN(CC1)CC(=O)N1[C@@H](CCC1)C#N